(S)-4-(5-(3-chloro-5-(trifluoromethyl)phenyl)-5-(trifluoromethyl)-4,5-dihydroisoxazol-3-yl)-N-(2-oxo-2-((2,2,2-trifluoroethyl)amino)ethyl)-1-naphthamide ClC=1C=C(C=C(C1)C(F)(F)F)[C@@]1(CC(=NO1)C1=CC=C(C2=CC=CC=C12)C(=O)NCC(NCC(F)(F)F)=O)C(F)(F)F